C(\C=C\C(=O)O)(=O)O.COC=1C=C(C2=CC=CC=C2C1)CCN1CCCC1 1-(2-(3-methoxynaphthalen-1-yl)ethyl)pyrrolidine fumarate